FC(C)(S(=O)(=O)C=1C(=NN(C1)C)C(F)(F)F)C1CCN(CC1)C(=O)NC1=CN=NC=C1 4-(1-fluoro-1-((1-methyl-3-(trifluoro-methyl)-1H-pyrazol-4-yl)sulfonyl)ethyl)-N-(pyridazin-4-yl)piperidine-1-carboxamide